CC1(CCC1)NS(=O)(=O)C1=CC(=CC=C1)C(=O)N1CC2(C3=CC(=CC=C13)NS(=O)(=O)C)CCC1(CC2)CC1 N-(1-methylcyclobutyl)-3-(5''-(methylsulfonamido)dispiro[cyclopropane-1,1'-cyclohexane-4',3''-indoline]-1''-carbonyl)benzenesulfonamide